CC=1C=C(C=CC1N1CCNCC1)C1C(NC(CC1)=O)=O 3-(3-methyl-4-piperazin-1-yl-phenyl)piperidine-2,6-dione